CC=1C(=NC(=NC1)N1CCNC(CC1)C)NC=1C=C2C=NNC2=CC1 N-(5-methyl-2-(5-methyl-1,4-diazepan-1-yl)pyrimidin-4-yl)-1H-indazol-5-amine